2-(3-(benzyloxy)-4-methoxyphenyl)-6,7-dimethoxy-3-(4-methoxyphenyl)-4H-chromen-4-one C(C1=CC=CC=C1)OC=1C=C(C=CC1OC)C=1OC2=CC(=C(C=C2C(C1C1=CC=C(C=C1)OC)=O)OC)OC